ClC=1C=C(C=CC1F)C(C=1NC(=CN1)S(=O)(=O)N1CC(CC1)NC)C1=CC(=C(C=C1)F)Cl 1-((2-(bis(3-chloro-4-fluorophenyl)methyl)-1H-imidazol-5-yl)sulfonyl)-N-methylpyrrolidin-3-amine